ONC(CN(CC1=CC=C(C=C1)OC)CC=1C=C(C(=O)O)C=CC1)=O 3-[[[2-(hydroxyamino)-2-oxo-ethyl]-[(4-methoxyphenyl)methyl]amino]-methyl]benzoic acid